ClC1=CC(=C(C=N1)C1=NC=C(C=C1F)CN1CCN(CC1)C)F 6'-chloro-3,4'-difluoro-5-((4-methylpiperazin-1-yl)methyl)-2,3'-bipyridine